C(C1=CC=CC=C1)OC1=C(C=C(C=C1)C(COC1=CC=C(C=C1)C(=C(CC)C1=CC=CC=C1)C1=CC=C(C=C1)OCCN(C)C)=O)OC 1-(4-(Benzyloxy)-3-methoxyphenyl)-2-(4-(1-(4-(2-(dimethylamino)ethoxy)phenyl)-2-phenylbut-1-en-1-yl)phenoxy)ethan-1-one